C(C1=CC=CC=C1)(C1=CC=CC=C1)(C1=CC=CC=C1)NC1=CC=CC=C1 tritylaniline